ClC1=C2N(C(C(=N1)NCC1=CC(=CC(=C1)C)OC)=O)[C@H](CC2)C(=O)OCC2=CC=CC=C2 benzyl (R)-1-chloro-3-((3-methoxy-5-methylbenzyl)amino)-4-oxo-4,6,7,8-tetrahydropyrrolo[1,2-a]pyrazine-6-carboxylate